(S)-N-{[(3-(6-morpholinopyridin-3-yl)-2-oxazolidinone-5-yl)]Methyl}-4-(trifluoromethyl)benzamide O1CCN(CC1)C1=CC=C(C=N1)N1C(O[C@H](C1)CNC(C1=CC=C(C=C1)C(F)(F)F)=O)=O